1-(4-((6,7-dioxomethylquinolin-4-yl)oxy)phenyl)-3-(3-morpholinopropyl)urea O=CC=1C=C2C(=CC=NC2=CC1C=O)OC1=CC=C(C=C1)NC(=O)NCCCN1CCOCC1